CN1N=NC2=C1C=CC(=C2C)[C@@H](C(C(=O)OC)(C)C)C=2C=C1C(CCC1=CC2)O |o1:11| rel-(3S)-Methyl 3-(1,4-dimethyl-1H-benzo[d][1,2,3]triazol-5-yl)-3-(3-hydroxy-2,3-dihydro-1H-inden-5-yl)-2,2-dimethylpropanoate